ClCC=1N=C(OC1)\C=C\C1=CC=C(C=C1)OC (E)-4-(chloromethyl)-2-(4-methoxystyryl)oxazole